FC1(CN(C1)C1=CC(=CC=2N1N=CC2)C2=NN=C(O2)C2=C(C=C(N)C=C2)N2CCC1(CC1)CC2)F 4-(5-(7-(3,3-Difluoroazetidin-1-yl)pyrazolo[1,5-a]pyridin-5-yl)-1,3,4-oxadiazol-2-yl)-3-(6-azaspiro[2.5]oct-6-yl)aniline